tert-butyl ((7S,8S)-8-ethyl-7-methyl-5-oxo-7,8-dihydro-5H-pyrano[4,3-b]pyridin-2-yl)carbamate C(C)[C@@H]1[C@@H](OC(C=2C1=NC(=CC2)NC(OC(C)(C)C)=O)=O)C